N-(4-(4-benzylpiperazin-1-yl)quinolin-3-yl)-cinnamamide C(C1=CC=CC=C1)N1CCN(CC1)C1=C(C=NC2=CC=CC=C12)NC(C=CC1=CC=CC=C1)=O